fluoro-N-(6-(4-(1-hydroxypropan-2-yl)-4H-1,2,4-triazol-3-yl)pyridin-2-yl)-3-oxo-3,4-dihydro-2H-benzo[b][1,4]oxazine-6-carboxamide FC1C(NC2=C(O1)C=CC(=C2)C(=O)NC2=NC(=CC=C2)C2=NN=CN2C(CO)C)=O